O=C1NC(CCC1N1C(C2=CC=CC(=C2C1=O)NCC=1C=NN(C1)C1CN(C1)C(=O)OC(C)(C)C)=O)=O tert-Butyl 3-(4-(((2-(2,6-dioxopiperidin-3-yl)-1,3-dioxoisoindolin-4-yl)amino)methyl)-1H-pyrazol-1-yl)azetidine-1-carboxylate